(2E)-1-[(RS)-2-(4-chloro-2-fluorophenyl)-4-methyl-3-(pyridin-4-yl)-6,7-dihydropyrazolo[1,5-a]pyrazin-5(4H)-yl]-4-(dimethylamino)but-2-en-1-one ClC1=CC(=C(C=C1)C1=NN2C([C@H](N(CC2)C(\C=C\CN(C)C)=O)C)=C1C1=CC=NC=C1)F |r|